N[C@@H](CC(=O)OCC)C=1C=C(C=C(C1F)C)C1=C(C=C(C=C1C)C1COC1)O ethyl (S)-3-amino-3-(4-fluoro-2'-hydroxy-5,6'-dimethyl-4'-(oxetan-3-yl)-[1,1'-biphenyl]-3-yl)propanoate